tert-butyl 4-((3-(2,6-bis(benzyloxy)pyridin-3-yl)-1-methyl-1H-indazol-7-yl)oxy)piperidine-1-carboxylate C(C1=CC=CC=C1)OC1=NC(=CC=C1C1=NN(C2=C(C=CC=C12)OC1CCN(CC1)C(=O)OC(C)(C)C)C)OCC1=CC=CC=C1